FC(C=1N=C(NC1)NC(NCCCCCCCCCCCCCC(=O)O)=O)(F)F 14-(3-(4-(trifluoromethyl)-1H-imidazol-2-yl)ureido)tetradecanoic acid